(R)-3-([1,1'-biphenyl]-4-yl)-2-(((2R,3S,4R,5R)-5-(6-amino-2-chloro-9H-purin-9-yl)-3,4-dihydroxytetrahydrofuran-2-yl)methoxy)-2-(2-methylthiazol-4-yl)propanoic acid C1(=CC=C(C=C1)C[C@](C(=O)O)(C=1N=C(SC1)C)OC[C@H]1O[C@H]([C@@H]([C@@H]1O)O)N1C2=NC(=NC(=C2N=C1)N)Cl)C1=CC=CC=C1